ClC1=C(C(=CC=C1)Cl)N1N=C(C(=C1)NC1=CC=C(C=C1)C(=O)N1CC(C(C1)(F)F)(F)F)C(=O)N 1-(2,6-dichlorophenyl)-4-((4-(3,3,4,4-tetrafluoropyrrolidine-1-carbonyl)phenyl)amino)-1H-pyrazole-3-carboxamide